ClC1=NC=C(C(=C1N)N)C(F)(F)F 2-chloro-5-(trifluoromethyl)pyridine-3,4-diamine